ClC1=C(N(C(C2=C(C=CC=C12)C1=CC=C(C=C1)S(=O)(=O)C)=O)C1=CC=CC=C1)[C@H](C)NC=1C2=C(N=CN1)NC=CC2=O (S)-4-((1-(4-chloro-8-(4-(methylsulfonyl)phenyl)-1-oxo-2-phenyl-1,2-dihydroisoquinolin-3-yl)ethyl)amino)pyrido[2,3-d]pyrimidin-5(8H)-one